C1=CCOC2=C1C1=CC=CC=C1C=C2 Naphthopyran